C1CCN2CCCC12 hexahydropyrrolizine